((R)-3-(3-(5H-pyrrolo[2,3-B]pyrazin-7-yl)phenyl)isoxazol-5-yl)-3-hydroxy-1-methylpyrrolidin-2-one N1=C2C(=NC=C1)NC=C2C=2C=C(C=CC2)C2=NOC(=C2)C2(C(N(CC2)C)=O)O